3-(3,4-dihydroxyphenyl)-2-hydroxypropanoate OC=1C=C(C=CC1O)CC(C(=O)[O-])O